5-amino-N-(4-chloro-3-cyano-1H-indol-7-yl)-1-ethyl-pyrazole-4-sulfonamide NC1=C(C=NN1CC)S(=O)(=O)NC=1C=CC(=C2C(=CNC12)C#N)Cl